(2S)-N-((1R,2R,4S)-7-cyano-7-azabicyclo[2.2.1]heptan-2-yl)-1-(3,5-dichlorobenzyl)-2-azetidinecarboxamide C(#N)N1[C@H]2[C@@H](C[C@@H]1CC2)NC(=O)[C@H]2N(CC2)CC2=CC(=CC(=C2)Cl)Cl